COC1=C(C=C2C(=NC(=NC2=C1)C)O)O[C@@H]1COCC1 (S)-7-Methoxy-2-methyl-6-((tetrahydrofuran-3-yl)oxy)quinazolin-4-ol